CC/C=C\\C/C=C\\C/C=C\\C/C=C\\C/C=C\\CCCCCC(=O)OC[C@H](COP(=O)([O-])OCC[N+](C)(C)C)O The molecule is a 1-O-acyl-sn-glycero-3-phosphocholine in which the acyl group is specified as (7Z,10Z,13Z,16Z,19Z)-docosapentaenoyl. It is a lysophosphatidylcholine (22:5/0:0) and a 1-O-acyl-sn-glycero-3-phosphocholine. It derives from a (7Z,10Z,13Z,16Z,19Z)-docosapentaenoic acid.